2,2-dimethyl-4-methylcyclohexane CC1(CCCC(C1)C)C